2-[2-(N-methyl-N-ethyl-amino)ethoxy]-N-methyl-N-propyl-acetamide CN(CC)CCOCC(=O)N(CCC)C